COC(=O)C1CN(CCC1OC)C(=O)OC(C)(C)C rac-4-methoxypiperidine-1,3-dicarboxylic acid 1-tert-butyl 3-methyl ester